C(C(C)(C)C)(=O)OC1=CC2=C(C(=C(CCC2)Br)C2=CC=C(C=C2)C=C2CN(C2)CCC(F)F)C=C1 8-Bromo-9-(4-((1-(3,3-difluoropropyl)azetidin-3-ylidene)methyl)phenyl)-6,7-dihydro-5H-benzo[7]annulen-3-yl pivalate